naphthylammonium C1(=CC=CC2=CC=CC=C12)[NH3+]